ClC1=CC=C(C=C1)NC(NC1=CC(=CC=C1)C1=NC2=CC=CC=C2C=C1)=O 3-(4-chlorophenyl)-1-[3-(quinolin-2-yl)phenyl]Urea